di-tert-butyl 1-(benzo[b]thiophen-6-yl)hydrazine-1,2-dicarboxylate S1C2=C(C=C1)C=CC(=C2)N(NC(=O)OC(C)(C)C)C(=O)OC(C)(C)C